N-[3-(diethylamino)propyl]perfluorooctyl-sulfonamide ethyl-2-(2-((4-bromo-3-(trifluoromethyl)phenoxy)methyl)-7-azaspiro[3.5]nonan-7-yl)acetate C(C)OC(CN1CCC2(CC(C2)COC2=CC(=C(C=C2)Br)C(F)(F)F)CC1)=O.C(C)N(CCCNS(=O)(=O)C(C(C(C(C(C(C(C(F)(F)F)(F)F)(F)F)(F)F)(F)F)(F)F)(F)F)(F)F)CC